(5'S,7a'R)-5'-(3,5-difluorophenyl)-1-(6,7-dihydro-4H-pyrazolo-[5,1-c][1,4]thiazine-3-carbonyl)tetrahydro-3'H-spiro[piperidine-4,2'-pyrrolo[2,1-b][1,3]oxazol]-3'-one FC=1C=C(C=C(C1)F)[C@@H]1CC[C@H]2OC3(C(N21)=O)CCN(CC3)C(=O)C=3C=NN2C3CSCC2